6-(phenylsulfonyl)-2-(pyridin-2-yl)-4,5,6,7-tetrahydro-2H-pyrazolo[3,4-c]pyridin-3-ol C1(=CC=CC=C1)S(=O)(=O)N1CC=2C(CC1)=C(N(N2)C2=NC=CC=C2)O